neodymium (1-methylheptyl)(2-ethylhexyl)phosphinate CC(CCCCCC)P([O-])(=O)CC(CCCC)CC.[Nd+3].CC(CCCCCC)P([O-])(=O)CC(CCCC)CC.CC(CCCCCC)P([O-])(=O)CC(CCCC)CC